Alpha-oximinophenylacetamide N(O)=C(C(=O)N)C1=CC=CC=C1